N1N=CC2=CC=C(C=C12)C1=NC(=NC(=N1)NC1(COC1)C1=CC=CC=C1)N 6-(1H-indazol-6-yl)-N2-(3-phenyloxetan-3-yl)-1,3,5-triazine-2,4-diamine